FC1=C(C=CC=C1C(=O)C=1C=C2N=C(C=NC2=CC1)N1CCCC1)NC(=O)NC1=CC(=CC=C1)F 1-(2-fluoro-3-(3-(pyrrolidin-1-yl)quinoxaline-6-carbonyl)phenyl)-3-(3-fluorophenyl)urea